N-(4-fluorophenyl)-2-methylbenzamide FC1=CC=C(C=C1)NC(C1=C(C=CC=C1)C)=O